NC1=NC=NC(=C1C#C[C@H]1N(CCCC1)C(=O)OC(C)(C)C)Cl tert-butyl (S)-2-((4-amino-6-chloropyrimidin-5-yl)ethynyl)piperidin-1-carboxylate